N-({5-[5-(difluoromethyl)-1,3,4-oxadiazol-2-yl]-1,3-thiazol-2-yl}methyl)-N-[5-(trifluoromethoxy)pyridin-3-yl]ethane-1-sulfonamide FC(C1=NN=C(O1)C1=CN=C(S1)CN(S(=O)(=O)CC)C=1C=NC=C(C1)OC(F)(F)F)F